(R)-4-(3-chloro-5-(morpholin-3-yl)phenyl)-1,3,5-triazin-2-amine ClC=1C=C(C=C(C1)[C@H]1NCCOC1)C1=NC(=NC=N1)N